COC1=C(C=CC=C1)C1=CC(=NC=C1C(=O)NC=1SC2=C(N1)CN(C2)C(=O)C2=NN(C=C2)C)C 4-(2-methoxyphenyl)-6-methyl-N-(5-(1-methyl-1H-pyrazole-3-carbonyl)-5,6-dihydro-4H-pyrrolo[3,4-d]thiazol-2-yl)nicotinamide